1-Undecyl-1-ethylpyrrolidinium cyanid [C-]#N.C(CCCCCCCCCC)[N+]1(CCCC1)CC